COC=1C=C(OC2=CC=C(C=C2)N2CCC(CC2)O)C=CC1OC 1-(4-(3,4-dimethoxyphenoxy)phenyl)piperidin-4-ol